methyl (2S)-2-amino-4-(2-methoxyethyl-(4-(5,6,7,8-tetrahydro-1,8-naphthyridin-2-yl)butyl)amino)butanoate trihydrochloride Cl.Cl.Cl.N[C@H](C(=O)OC)CCN(CCCCC1=NC=2NCCCC2C=C1)CCOC